2-(3'-((8-chloro-[1,2,4]triazolo[4,3-a]quinazolin-5-yl)(methyl)amino)-[1,1'-biphenyl]-4-yl)-2-methylpropanamide ClC1=CC=C2C(=NC=3N(C2=C1)C=NN3)N(C=3C=C(C=CC3)C3=CC=C(C=C3)C(C(=O)N)(C)C)C